Tert-Butyl (6-(4-((5-cyano-6-(2H-1,2,3-triazol-2-yl)pyridin-3-yl)carbamoyl)-5-(trifluoromethyl)-1H-pyrazol-1-yl)-3-fluoropyridin-2-yl)carbamate C(#N)C=1C=C(C=NC1N1N=CC=N1)NC(=O)C=1C=NN(C1C(F)(F)F)C1=CC=C(C(=N1)NC(OC(C)(C)C)=O)F